C1(=CC=CC=C1)C(CNC1=CC=CC=C1)(C)O 2-phenyl-1-(phenylamino)propan-2-ol